6-(4-methoxyphenyl)-2-(methylsulfonyl)-8-(6-(trifluoromethoxy)pyridin-3-yl)pyrido[2,3-d]pyrimidin-7(8H)-one COC1=CC=C(C=C1)C1=CC2=C(N=C(N=C2)S(=O)(=O)C)N(C1=O)C=1C=NC(=CC1)OC(F)(F)F